4-methylbenzenesulfonic acid-3-azidopropyl ester N(=[N+]=[N-])CCCOS(=O)(=O)C1=CC=C(C=C1)C